5-(3-(3-hydroxypyrrolidin-1-yl)azetidin-1-yl)-2-methyl-N-(1-(1-methyl-2-oxo-1,2-dihydrobenzo[cd]indol-6-yl)cyclopropyl)benzamide OC1CN(CC1)C1CN(C1)C=1C=CC(=C(C(=O)NC2(CC2)C=2C=3C4=C(C(N(C4=CC2)C)=O)C=CC3)C1)C